(3-((2,2-difluoroethyl)(7-fluoro-1-methyl-[1,2,4]triazolo[4,3-a]quinazolin-5-yl)amino)-5-fluorophenyl)-2-methylbutan-3-yn-2-ol FC(CN(C=1C=C(C=C(C1)F)CC(C#C)(O)C)C1=NC=2N(C3=CC=C(C=C13)F)C(=NN2)C)F